BrC1=C(OC(=O)NC=2C=C3C(=CNC3=CC2)C=2CCN(CC2)CC(C)(C)C)C=CC=C1 5-(2-bromophenoxy)carbonylamino-3-(1-neopentyl-1,2,3,6-tetrahydropyridin-4-yl)-1H-indole